C(#N)C1=CC=C(C=C1)OC(=O)C1(CC2=C(OC3=C2C=CC=C3)C1)C(=O)[O-] (4-cyanophenyl)-1,3-dihydro-2H-cyclopenta[b]benzofuran-2,2-dicarboxylate